2-(2-(4-bromo-5-methyl-2H-1,2,3-triazol-2-yl)ethyl)isoindoline-1,3-dione BrC1=NN(N=C1C)CCN1C(C2=CC=CC=C2C1=O)=O